N-(2-((4-(2-((4-(1H-Imidazol-1-yl)benzyl)(methyl)amino)ethyl)phenyl)carbamoyl)-4-ethoxy-5-methoxyphenyl)-4-oxo-4H-chromene-2-carboxamide N1(C=NC=C1)C1=CC=C(CN(CCC2=CC=C(C=C2)NC(=O)C2=C(C=C(C(=C2)OCC)OC)NC(=O)C=2OC3=CC=CC=C3C(C2)=O)C)C=C1